tris[4-tertiary butyl-2-(1H-pyrazol-1-yl)pyridine] cobalt [Co].C(C)(C)(C)C1=CC(=NC=C1)N1N=CC=C1.C(C)(C)(C)C1=CC(=NC=C1)N1N=CC=C1.C(C)(C)(C)C1=CC(=NC=C1)N1N=CC=C1